C(C1=CC=CC=C1)(C1=CC=CC=C1)(C1=CC=CC=C1)SC1=CC=C(C(=O)OC)C=C1 methyl 4-[(trityl)thio]benzoate